(1R,3S,4S)-N-(3-bromopropyl)-N-(5-chloro-2,4-difluorophenyl)-2-(6-methyl-4-(trifluoromethyl)pyridin-2-yl)-2-azabicyclo[2.2.1]heptane-3-carboxamide BrCCCN(C(=O)[C@H]1N([C@@H]2CC[C@H]1C2)C2=NC(=CC(=C2)C(F)(F)F)C)C2=C(C=C(C(=C2)Cl)F)F